tert-Butyl N-tert-butoxycarbonyl-N-[[3-methyl-7-[4-(trifluoromethoxy)-phenyl]-4-vinyl-benzimidazol-5-yl]methyl]carbamate C(C)(C)(C)OC(=O)N(C(OC(C)(C)C)=O)CC1=C(C2=C(N=CN2C)C(=C1)C1=CC=C(C=C1)OC(F)(F)F)C=C